BrC1=C(C=CC=C1F)OCCBr 2-bromo-1-(2-bromoethoxy)-3-fluorobenzene